NC=1OC2=C(N1)C=CC(=C2)N(C(=O)NC2=CC=C(C=C2)C)CCN2CCOCC2 (2-Aminobenzo[d]oxazol-6-yl)-1-[2-(4-morpholinyl)ethyl]-3-(4-methylphenyl)urea